2-(3-(4-(((2-(trimethylsilyl)ethoxy)methoxy)methyl)thiazol-2-yl)isoxazol-5-Yl)propan-2-ol C[Si](CCOCOCC=1N=C(SC1)C1=NOC(=C1)C(C)(C)O)(C)C